N-(1-(5-chloro-2-methoxyphenyl)-6-(pyrazolo[1,5-a]pyrimidin-3-yl)-1H-pyrazolo[4,3-c]pyridin-3-yl)-2-(methylamino)acetamide ClC=1C=CC(=C(C1)N1N=C(C=2C=NC(=CC21)C=2C=NN1C2N=CC=C1)NC(CNC)=O)OC